diethyl (piperidin-4-ylmethyl)phosphonate hydrochloride Cl.N1CCC(CC1)CP(OCC)(OCC)=O